7-amino-N-(4-(chlorodifluoromethoxy)phenyl)-1-isopropyl-1H-benzo[d]imidazole-5-carboxamide NC1=CC(=CC2=C1N(C=N2)C(C)C)C(=O)NC2=CC=C(C=C2)OC(F)(F)Cl